6-(2,4-dimethoxypyrimidin-5-yl)-8-((1S,2S)-2-(1-methyl-1H-indazol-6-yl)cyclopropyl)imidazo[1,2-b]pyridazine COC1=NC=C(C(=N1)OC)C=1C=C(C=2N(N1)C=CN2)[C@@H]2[C@H](C2)C2=CC=C1C=NN(C1=C2)C